C1(CCCCC1)CN1CC(CCC1)C1=CN(C2=CN=CC=C21)C2=C(C(=O)N(C)C(C)C)C=C(C=C2)F 2-(3-(1-(cyclohexylmethyl)piperidin-3-yl)-1H-pyrrolo[2,3-c]pyridin-1-yl)-5-fluoro-N-isopropyl-N-methylbenzamide